N-[4-(1-tert-Butyl-piperidin-4-yl)-phenyl]-4-methyl-3-(4-pyridin-3-yl-pyrimidin-2-ylamino)-benzamide C(C)(C)(C)N1CCC(CC1)C1=CC=C(C=C1)NC(C1=CC(=C(C=C1)C)NC1=NC=CC(=N1)C=1C=NC=CC1)=O